8-(4-(2-((5-((5-fluoro-2-oxoindol-3-ylidene)methyl)-4-methyl-1H-pyrrol-3-yl)amino)-2-oxoethyl)piperazin-1-yl)-8-oxooctanoamide FC=1C=C2C(C(NC2=CC1)=O)=CC1=C(C(=CN1)NC(CN1CCN(CC1)C(CCCCCCC(=O)N)=O)=O)C